sodium (dimethylamine) CNC.[Na]